FC=1C(=C(C=C(C1)C=1C=C2C(=NC1)NN=C2I)NS(=O)(=O)CCC)OC N-(3-fluoro-5-(3-iodo-1H-pyrazolo[3,4-b]pyridin-5-yl)-2-methoxyphenyl)propane-1-sulfonamide